2-{4-[2-(5-methyl-3-trifluoromethyl-pyrazol-1-yl)-acetyl]-piperazin-1-yl}-5,6-dihydro-4H-benzothiazol-7-one-O-(4-fluoro-benzyl) oxime FC1=CC=C(CON=C2CCCC=3N=C(SC32)N3CCN(CC3)C(CN3N=C(C=C3C)C(F)(F)F)=O)C=C1